ClC1=C(C=CC=C1C1C(NC(CC1)=O)=O)C1=CC=C(C=C1)N1C(CCCC1=O)C 3-(2-chloro-4'-(2-methyl-6-oxopiperidin-1-yl)-[1,1'-biphenyl]-3-yl)piperidine-2,6-dione